ClC1=C(OC2=NC=CC=C2)C(=CC(=C1)[N+](=O)[O-])Cl (2,6-dichloro-4-nitrophenoxy)pyridin